N-(1-(thien-2-ylsulfonyl)-1,2,3,4-tetrahydroquinolin-7-yl)-2,3-dihydrobenzo[b][1,4]dioxin-6-sulfonamide S1C(=CC=C1)S(=O)(=O)N1CCCC2=CC=C(C=C12)NS(=O)(=O)C1=CC2=C(OCCO2)C=C1